CC(CN1C(O[C@]2(C1)C[C@H](CCC2)CN2C=NC1=C2C=C(C=C1)C#N)=O)(C)C1=NC(=NO1)CC(C)C 1-[((5S,7S)-3-{2-methyl-2-[3-(2-methylpropyl)-1,2,4-oxadiazol-5-yl]propyl}-2-oxo-1-oxa-3-azaspiro[4.5]dec-7-yl)methyl]-1H-benzimidazole-6-carbonitrile